C(C)(C)(C)OOCCCCCC tert-butyl-peroxyhexane